C(C)(=O)C1=CC=C(C=C1)C=1C=CC2=C(N(N=N2)C2=CC(=C(C(=C2)OC)OC)OC)C1 6-(4-Acetylphenyl)-1-(3,4,5-trimethoxyphenyl)-1H-benzo[d][1,2,3]triazole